1-methyl-N-[3-[[4-[[2-(6-methyl-2-pyridyl)pyrimidin-4-yl]amino]pyrimidin-2-yl]amino]phenyl]piperidine-4-carboxamide CN1CCC(CC1)C(=O)NC1=CC(=CC=C1)NC1=NC=CC(=N1)NC1=NC(=NC=C1)C1=NC(=CC=C1)C